2'-chloro-deoxyadenosine monophosphate P(=O)(O)(O)OC[C@@H]1[C@H]([C@H]([C@@H](O1)N1C=NC=2C(N)=NC=NC12)Cl)O